NCC1=CC=C(C=C1)C1=CC(=CC=C1)S(=O)(=O)N1CCC2(C[C@@H](CO2)NC[C@@H](COC=2C=C(C=CC2)S(=O)(=O)N[C@@H](CO)C)O)CC1 3-((S)-3-((S)-8-(4'-(aminomethyl)biphenyl-3-ylsulfonyl)-1-oxa-8-azaspiro[4.5]decan-3-ylamino)-2-hydroxypropoxy)-N-((R)-1-hydroxypropan-2-yl)benzenesulfonamide